N-(3-phenylpropyl)acetoacetamide C1(=CC=CC=C1)CCCNC(CC(=O)C)=O